3-cycloheptyl-6,7-difluoro-3-(4-(4,4,5,5-tetramethyl-1,3,2-dioxaborolan-2-yl)phenyl)indolin-2-one C1(CCCCCC1)C1(C(NC2=C(C(=CC=C12)F)F)=O)C1=CC=C(C=C1)B1OC(C(O1)(C)C)(C)C